OCC1(CCC=2C(=NN(C2C1)C1OCCCC1)C(=O)OCC)C ethyl 6-(hydroxymethyl)-6-methyl-1-(oxan-2-yl)-5,7-dihydro-4H-indazole-3-carboxylate